5,7-dichloroimidazo[1,2-a]pyrimidine ClC1=CC(=NC=2N1C=CN2)Cl